C(C(C)C)#N isobutyronitrilE